6-(7-((1H-indazol-5-yl)amino)imidazo[1,2-c]pyrimidin-5-yl)-N-(pyridazin-4-yl)-1H-indole-2-carboxamide N1N=CC2=CC(=CC=C12)NC1=CC=2N(C(=N1)C1=CC=C3C=C(NC3=C1)C(=O)NC1=CN=NC=C1)C=CN2